F[C@@H]1C[C@@]2(CCCN2C1)COC=1N=C(C2=C(N1)C(=C(N=C2)C2=CC(=CC1=CC=C(C(=C21)C#C)F)O)F)N2C1COCC2C1 4-(2-{[(2r,7as)-2-fluoro-hexahydro-1H-pyrrolizin-7a-yl]methoxy}-8-fluoro-4-{3-oxa-6-azabicyclo[3.1.1]hept-6-yl}pyrido[4,3-d]pyrimidin-7-yl)-5-ethynyl-6-fluoronaphthalen-2-ol